((6-((tetrahydrofuran-3-yl)oxy)pyridin-3-yl)methyl)-1H-pyrazole-1-carboxamide O1CC(CC1)OC1=CC=C(C=N1)CC1=NN(C=C1)C(=O)N